3,5-dimethoxy-alpha-methyl-4-propoxyphenethylamine COC=1C=C(CC(C)N)C=C(C1OCCC)OC